CC1=C(C=CC=C1[N+](=O)[O-])[N+](=O)[O-] 2-methyl-1,3-dinitro-benzene